CN1[C@@H]([C@H](CC1=O)C(=O)NCCNC(=O)C1CCC2(CCN(CC2)C(=O)OC(C)(C)C)CC1)C=1C=NC=CC1 tert-Butyl 9-((2-((2S,3S)-1-methyl-5-oxo-2-(pyridin-3-yl)pyrrolidine-3-carboxamido) ethyl)carbamoyl)-3-azaspiro[5.5]undecane-3-carboxylate